(S)-1-(2-((benzyloxy)methyl)-7-(4-fluorobenzyl)-2,3-dihydro-1H-pyrido[2,3-b][1,4]oxazin-1-yl)-2-chloroethan-1-one C(C1=CC=CC=C1)OC[C@@H]1N(C2=C(OC1)N=CC(=C2)CC2=CC=C(C=C2)F)C(CCl)=O